C(=C)[Si](OCC)(OCC)OCC vinyl-tris-(ethoxy)silane